C(CCCCCCCCCCCCCC=CCCCCCCCC)(=O)OCCCCCCCCCCCCCCCCC(=O)O 17-(tetracosan-15-enoyloxy)-heptadecanoic acid